COC(C1=CC(=CC=C1)CCN1N=C2C=CC=C(C2=C1)Br)=O 3-(2-(4-bromo-2H-indazol-2-yl)ethyl)benzoic acid methyl ester